CC(C)(C)[O-].CC(C)(C)[O-].CC(C)(C)[O-].CC(C)(C)[O-].CC(C)(C)[O-].[Nb+5] niobium penta-tertiary butoxide